aluminum isopropoxide stearate C(CCCCCCCCCCCCCCCCC)(=O)[O-].CC([O-])C.[Al+2]